(R)-3-(2-(3-(1-aminoethyl)phenyl)-2,2-difluoroethyl)azetidine-1-carboxylic acid tert-butyl ester C(C)(C)(C)OC(=O)N1CC(C1)CC(F)(F)C1=CC(=CC=C1)[C@@H](C)N